azetidine-2-carboxamide N1C(CC1)C(=O)N